C(C)(C)(C)OC(=O)N1C[C@H](CCC1)OC1=NC=C(C=C1)I (S)-3-((5-iodopyridin-2-yl)oxy)piperidine-1-carboxylic acid tert-butyl ester